benzoxazineselon O1NC(CC2=C1C=CC=C2)=[Se]